6-methyl-4-(4-(trifluoromethoxy)phenyl)benzo[d]oxazole-7-carboxylic acid ethyl ester C(C)OC(=O)C1=C(C=C(C=2N=COC21)C2=CC=C(C=C2)OC(F)(F)F)C